(2-bromopyridin-3-yl)methanol BrC1=NC=CC=C1CO